(bromomethyl)-2-methyl-propane-1,3-diol BrCC(C(CO)C)O